C1(=CC=CC=C1)C=1C(=NC(=NC1)N1N=CC=C1)C(=O)OCC Ethyl 5-Phenyl-2-(1H-pyrazol-1-yl)pyrimidine-4-carboxylate